ClC=1C(=CC(=NC1)NC(=O)NC1CCN(CC1)S(=O)(=O)C)C1=C2N(N=C1)CC(C2)(C)C (5-chloro-4-(5,5-dimethyl-5,6-dihydro-4H-pyrrolo[1,2-b]pyrazol-3-yl)pyridin-2-yl)-3-(1-(methylsulfonyl)piperidin-4-yl)urea